CC1=NC=2C(=NC(=CC2)C=2C=CN3N=C(N=CC32)NC3CC2(CN(C2)C)C3)N1C 5-(2,3-dimethyl-3H-imidazo[4,5-b]pyridin-5-yl)-N-(2-methyl-2-azaspiro[3.3]heptane-6-yl)pyrrolo[2,1-f][1,2,4]triazin-2-amine